[3-(4-{[(3S,4R)-3-fluoro-1-methylpiperidin-4-yl]amino}-1-(2,2,2-trifluoroethyl)-1H-indol-2-yl)-1,2,4-oxadiazol-5-yl]methyl-1-[1-(methoxymethyl)cyclobutyl]-1H-pyrrole-3-carboxamide F[C@H]1CN(CC[C@H]1NC1=C2C=C(N(C2=CC=C1)CC(F)(F)F)C1=NOC(=N1)CC=1N(C=CC1C(=O)N)C1(CCC1)COC)C